C(#N)C=1C=C(C=CC1C=1C=NC=CC1)NC(C(C)(C)C=1N=C(SC1)NS(=O)(=O)C1CC1)=O N-(3-cyano-4-(pyridin-3-yl)phenyl)-2-(2-(cyclopropanesulfonamido)thiazol-4-yl)-2-methylpropanamide